ClC1C=2N(C3=C(CC14OCCCO4)C=CC=C3)C(=NN2)[C@@H]2CC[C@H](CC2)C(F)(F)F chloro-1'-[trans-4-(trifluoromethyl)cyclohexyl]-4'H,6'H-spiro[1,3-dioxane-2,5'-[1,2,4]triazolo[4,3-a][1]benzazepine]